2-methoxy-6-(4,4,5,5-tetramethyl-1,3,2-dioxaborolan-2-yl)nicotinaldehyde COC1=C(C=O)C=CC(=N1)B1OC(C(O1)(C)C)(C)C